ClC1=CC=C(CCN([C@@H]2C=C([C@@H]([C@@H]([C@H]2O)O)O)COC(F)F)C)C=C1 (1S,2S,3S,6R)-6-((4-chlorophenethyl)(methyl)amino)-4-((difluoromethoxy)methyl)cyclohex-4-ene-1,2,3-triol